2,2,4,4-tetramethyl-1,3-cyclohexanediol CC1(C(CCC(C1O)(C)C)O)C